C(C)NC1=NC(=NC=C1C(F)(F)F)NC1=C2C=NN(C2=CC=C1)C N4-ethyl-N2-(1-methyl-1H-indazol-4-yl)-5-(trifluoromethyl)pyrimidine-2,4-diamine